O1C(CCC1)C#N tetrahydrofuran-2-carbonitrile